N-((R)-6-(7,7-difluoro-2-((2S,3R)-3-hydroxy-2-methylazetidin-1-yl)-6,7-dihydro-5H-cyclopenta[d]pyrimidin-4-yl)-2,3-dihydrobenzofuran-3-yl)cyclopropanesulfonamide FC1(CCC2=C1N=C(N=C2C2=CC1=C([C@H](CO1)NS(=O)(=O)C1CC1)C=C2)N2[C@H]([C@@H](C2)O)C)F